C(C)N(CC)CC.C(C)(=O)O acetic acid triethylamine salt